FC=1C=C(C=C(C1OC1=C2C(=NC=C1)N(C=C2C(C)C)S(=O)(=O)C2=CC=C(C=C2)C)F)N(C(=O)OC(C)(C)C)C(=O)OC(C)(C)C di-tert-butyl (3,5-difluoro-4-{[1-(4-methylbenzene-1-sulfonyl)-3-(propan-2-yl)-1H-pyrrolo[2,3-b]pyridin-4-yl]oxy}phenyl)-2-imidodicarbonate